9-Hydroxy-1H,3H-benzo[de]isochromen-1-on OC=1C=CC=2C3=C(COC(C13)=O)C=CC2